2-chloro-3-((3,5-dimethyl-4-oxo-3,4-dihydroquinazolin-6-yl)amino)-4-fluorobenzene ClC1=CC=CC(=C1NC=1C(=C2C(N(C=NC2=CC1)C)=O)C)F